(R)-N-methoxy-N-methyl-1-(1-phenylethyl)-1H-imidazole-5-carboxamide CON(C(=O)C1=CN=CN1[C@H](C)C1=CC=CC=C1)C